N1(C2=C(OCCC1)N=C1C(=C2)C=CN1)C1=C(C(=O)O)C=CC(=C1)N1CCC2(CC(C2)N2[C@@H](CCC2)C2=C(C=CC=C2)C(C)C)CC1 (S)-2-(3,4-dihydro-2H-pyrrolo[3',2':5,6]pyrido[2,3-b][1,4]oxazepin-1(7H)-yl)-4-(2-(2-(2-isopropylphenyl)pyrrolidin-1-yl)-7-azaspiro[3.5]nonan-7-yl)benzoic acid